nitropyridine C1=CC=NC(=C1)[N+](=O)[O-]